C(C)(C)(C)C1=CC=C(C=C1)C1=CC=C(C=C1)C(C=CC=1C=C2N=CC=NC2=CC1)=O 1-(4'-(tert-butyl)-[1,1'-biphenyl]-4-yl)-3-(quinoxalin-6-yl)prop-2-en-1-one